ClC=1C=C2C(=CN=C(C2=CN1)N1C[C@H]([C@H](C1)F)F)C(C)C 6-chloro-1-(cis-3,4-difluoropyrrolidin-1-yl)-4-isopropyl-2,7-naphthyridine